4-[(1S)-1-{(3-hydroxypropyl)[(S)-2-methylpropan-2-sulfinyl]amino}ethyl]piperidine-1-carboxylic acid tert-butyl ester C(C)(C)(C)OC(=O)N1CCC(CC1)[C@H](C)N([S@@](=O)C(C)(C)C)CCCO